2-[(3R,5S)-4-[3-[[(3S)-2,6-dioxo-3-piperidyl]-methyl-amino]phenyl]-3,5-dimethyl-piperazin-1-yl]acetic acid O=C1NC(CC[C@@H]1N(C=1C=C(C=CC1)N1[C@@H](CN(C[C@@H]1C)CC(=O)O)C)C)=O